(3R,4S,5R)-3,4-dihydroxy-5-(((((1-methoxy-1-oxopropan-2-yl)amino)(phenoxy)phosphoryl) oxy)methyl)tetrahydrofuran-2-yl nicotinate C(C1=CN=CC=C1)(=O)OC1O[C@@H]([C@H]([C@H]1O)O)COP(=O)(OC1=CC=CC=C1)NC(C(=O)OC)C